C(C)SC1=NOC(C1)(C)C 3-(ethylthio)-5,5-dimethyl-4,5-dihydroisoxazole